Cl.Cl.CN(CCOC1=C(C=CC(=C1)C=1C=NNC1)C1(COC2=C(O1)C=CC=C2)C(=O)N)C 2-[2-(Dimethylamino)ethoxy]-4-(1H-pyrazol-4-yl)phenyl-2,3-dihydro-1,4-benzodioxin-2-carboxamide dihydrochloride